O1C2(OCC1)C1(CC3(C(C2)(CC1)C(=O)O)OCCO3)C(=O)O dispiro[1,3-dioxolane-2,2'-bicyclo[2.2.2]octane-5',2''-[1,3]dioxolane]-1',4'-dicarboxylic acid